methyl 1-(8-fluoro-7-(8-fluoronaphthalen-1-yl)-2-((tetrahydro-1H-pyrrolizin-7a(5H)-yl)methoxy)pyrido[4,3-d]pyrimidin-4-yl)piperidine-3-carboxylate FC1=C(N=CC2=C1N=C(N=C2N2CC(CCC2)C(=O)OC)OCC21CCCN1CCC2)C2=CC=CC1=CC=CC(=C21)F